methyl (1-phenyl-1H-imidazole-4-carbonyl)-L-serinate C1(=CC=CC=C1)N1C=NC(=C1)C(=O)N[C@@H](CO)C(=O)OC